Cl.N1CC(C1)C=1C=C2C=NN(C2=CC1)C 5-(azetidin-3-yl)-1-methyl-1H-indazole, hydrochloride salt